1,4-di(5-hexenyloxy)benzene C(CCCC=C)OC1=CC=C(C=C1)OCCCCC=C